C(C)(C)(C)OC(=O)N1C(C2(C3=C(C=CC=C13)O)CCC1(CC2)OCCO1)C hydroxy-2''-methyldispiro[1,3-dioxacyclopentane-2,1'-cyclohexane-4',3''-indole]-1''-carboxylic acid tert-butyl ester